IC1=CN=C(C2=C1N=C(N=C2)SC)NC(C2=CC=CC=C2)=O N-(8-iodo-2-(methylthio)pyrido[4,3-d]pyrimidin-5-yl)benzamide